BrC=1SC=C(N1)COC=1C=CC(=C(C(=O)O)C1)O 5-((2-Bromothiazol-4-yl)methoxy)-2-hydroxybenzoic acid